2-[(tert-Butyl)phenylphosphino]-2',6'-bis(N,N-dimethylamino)biphenyl C(C)(C)(C)P(C1=C(C=CC=C1)C1=C(C=CC=C1N(C)C)N(C)C)C1=CC=CC=C1